NC1=NNC2=CC=C(C=C12)C1=C2C(=NC=C1)NC(=C2)C=2C=CC(=C(C#N)C2)N2CCN(CC2)C 5-(4-(3-Amino-1H-indazol-5-yl)-1H-pyrrolo[2,3-b]pyridin-2-yl)-2-(4-methylpiperazin-1-yl)benzonitrile